{5-[(5-{[(1S,2S)-2-hydroxycyclohexyl]carbamoyl}-2-methylanilino)methyl]pyridin-2-yl}carbamic acid methyl ester COC(NC1=NC=C(C=C1)CNC1=C(C=CC(=C1)C(N[C@@H]1[C@H](CCCC1)O)=O)C)=O